C(C)(C)(C)OC(CCCOC1=CC2=C(N=C(S2)C2=C3N=CC(=NC3=CC(=C2)C)OC)C(=C1F)Cl)=O 4-((4-chloro-5-fluoro-2-(2-methoxy-7-methylquinoxalin-5-yl)benzo[d]thiazol-6-yl)oxy)butyric acid tert-butyl ester